C(C)(C)(C)OC(=O)N1C[C@@H](CC1)OCCCCC1(OCCO1)C (R)-3-(4-(2-methyl-1,3-dioxolan-2-yl)butoxy)pyrrolidine-1-carboxylic acid tert-butyl ester